2-(1,3-Dioxolan-2-yl)-6-(3-hydroxypropyl)pyridin-3-ol O1C(OCC1)C1=NC(=CC=C1O)CCCO